C(CCC)N(C1=NC(=NC(=N1)N(C1CC(NC(C1)(C)C)(C)C)CCCC)C)C1CC(NC(C1)(C)C)(C)C 2,4-bis[n-butyl(2,2,6,6-tetramethyl-4-piperidinyl)amino]-6-methyl-1,3,5-triazine